cholanic acid C(CC[C@@H](C)[C@H]1CC[C@H]2[C@@H]3CCC4CCCC[C@]4(C)[C@H]3CC[C@]12C)(=O)O